cyclohexyl-3,1-benzoxazin-4-one C1(CCCCC1)C1=NC2=C(C(O1)=O)C=CC=C2